C(OC(=O)OC(C)(C)C)(OC(C)(C)C)=O tert-butoxycarbonyl tertbutyl carbonate